CN1N=C(C2=CC=CC(=C12)N1[C@@H](CN(CC1)CC1CCNCC1)C)C1C(NC(CC1)=O)=O 3-(1-methyl-7-((R)-2-methyl-4-(piperidin-4-ylmethyl)piperazin-1-yl)-1H-indazol-3-yl)piperidine-2,6-dione